ClC1=C(C=2N=C(NS(C2S1)(=O)=O)NC)C1=C(C(=CC=C1)F)F 6-Chloro-5-(2,3-difluorophenyl)-3-(methylamino)-2H-thieno[3,2-e][1,2,4]thiadiazine 1,1-dioxide